CC1=CC(=NN1C=1C=C2C=CN(C2=CC1)CC1=CC=C(C=C1)[C@H]1C(CN(CC1)C)(C)C)C(=O)N (S)-5-Methyl-1-(1-(4-(1,3,3-trimethylpiperidin-4-yl)benzyl)-1H-indol-5-yl)-1H-pyrazol-3-carboxamid